FC1(C(CNCC1)NC(=O)C1=C(OC2=C1C=C(C=C2)OCC2=C(N=CS2)C)C)F N-(4,4-difluoropiperidin-3-yl)-2-methyl-5-((4-methylthiazol-5-yl)methoxy)benzofuran-3-carboxamide